N-glycidyl-N,N-diallyl-N-benzyl-ammonium chloride [Cl-].C(C1CO1)[N+](CC1=CC=CC=C1)(CC=C)CC=C